C1(CC1)C1(NC=C(C(=N1)NC1=CC=C(C=C1)C1CC1)N)N 2-cyclopropyl-N4-(4-Cyclopropylphenyl)pyrimidine-2,4,5-triamine